BrC1=C2C(=NC(=NC2=C(C(=C1)Cl)F)SCC)N1[C@H](COCCC1)CCB1OC(C(O1)(C)C)(C)C (S)-4-(5-bromo-7-chloro-2-(ethylthio)-8-fluoroquinazolin-4-yl)-3-(2-(4,4,5,5-tetramethyl-1,3,2-dioxaborolan-2-yl)ethyl)-1,4-oxazepane